C1(CCCCC1)CC=1NC(=NN1)C(=O)NC1=NC=CC(=C1)C1=C(C=CC(=C1)OCCCOC)C(F)(F)F 5-(cyclohexylmethyl)-N-(4-(5-(3-methoxypropoxy)-2-(trifluoromethyl)phenyl)pyridin-2-yl)-4H-1,2,4-triazole-3-carboxamide